2-thiaspiro[3.3]heptane 2,2-dioxide C1S(CC12CCC2)(=O)=O